2-Chloro-8-[1-(4-fluoro-benzyl)-1H-imidazo[1,2-b]pyrazol-7-yl]-1-propyl-1,7-dihydro-purin-6-one ClC=1N(C(C=2NC(=NC2N1)C1=C2N(N=C1)C=CN2CC2=CC=C(C=C2)F)=O)CCC